ClC1=CC(=CC2=C1NCCO2)F 5-chloro-7-fluoro-3,4-dihydro-2H-1,4-benzoxazine